NC1=C(C(=NC(=C1F)Cl)C(=O)OC)Cl methyl 4-amino-3,6-dichloro-5-fluoropyridineformate